C(#N)C=1C=C2C(=NC1)[C@]1([C@@](O2)([C@@H]([C@H]([C@H]1O)C(=O)N(C)C)C1=CC=CC=C1)C1=CC=C(C=C1)OC)O (5aR,6S,7R,8R,8aS)-3-cyano-8,8a-dihydroxy-5a-(4-methoxyphenyl)-N,N-dimethyl-6-phenyl-5a,7,8,8a-tetrahydro-6H-cyclopenta[4,5]furo[3,2-b]pyridine-7-carboxamide